N-[4-[2-[(1R,5S)-3-azabicyclo[3.1.0]hexan-3-yl]ethoxy]-3-(4,6-dimethylpyrimidin-5-yl)phenyl]benzamide [C@@H]12CN(C[C@H]2C1)CCOC1=C(C=C(C=C1)NC(C1=CC=CC=C1)=O)C=1C(=NC=NC1C)C